C(#N)C1=C(C(=CC(=C1)F)OC)NC(=O)NCC1=C(C=C(C=C1)OC)OC 1-(2-Cyano-4-fluoro-6-methoxyphenyl)-3-(2,4-dimethoxybenzyl)urea